3-(benzyloxy)-5-(3-fluorophenyl)-4-methyl-picolinenitrile C(C1=CC=CC=C1)OC=1C(=NC=C(C1C)C1=CC(=CC=C1)F)C#N